ClC1=C(C=C(C=C1)C1=CC(=NC=C1)N1CC2(CNC2)C1)CC(C(=O)NC1=CC=C(C=C1)C=1N(C=NC1)C)NC(=O)C=1N(N=CC1)C N-[1-[[2-chloro-5-[2-(2,6-diazaspiro[3.3]heptan-6-yl)-4-pyridyl]phenyl]methyl]-2-[4-(3-methylimidazol-4-yl)anilino]-2-oxo-ethyl]-2-methyl-pyrazole-3-carboxamide